O1C(C1)CC(C)=O 1-(oxiran-2-yl)propan-2-one